FC=1C=CC(=C2CCC(CC12)NC(OC(C)(C)C)=O)OC tert-butyl (8-fluoro-5-methoxy-1,2,3,4-tetrahydronaphthalen-2-yl)carbamate